N-(cyclopropylmethyl)-5-(ethylsulfonyl)-6-(2-(trifluoromethyl)pyrazolo[1,5-a]pyrimidin-5-yl)pyridin-2-amine C1(CC1)CNC1=NC(=C(C=C1)S(=O)(=O)CC)C1=NC=2N(C=C1)N=C(C2)C(F)(F)F